3-endo-(8-{2-[(4-fluorobenzyl)-(2-hydroxyacetyl)amino]ethyl}-8-azabicyclo[3.2.1]oct-3-yl)-benzamide TFA salt OC(=O)C(F)(F)F.FC1=CC=C(CN(CCN2C3CC(CC2CC3)C=3C=C(C(=O)N)C=CC3)C(CO)=O)C=C1